5-(phenylazo)pyrimidine-4,6-diamine C1(=CC=CC=C1)N=NC=1C(=NC=NC1N)N